C(C)(C)(C)OC(N[C@H]1CN(C(C1)=O)C1=CC=C(C=C1)S(=O)(=O)N1CCNCC1)=O N-[(3R)-5-keto-1-(4-piperazinosulfonylphenyl)pyrrolidin-3-yl]carbamic acid tert-butyl ester